ClC1=C(C=C2C(=NNC2=C1)C=1C=NC(=C(C1)C(F)(F)F)N1[C@H](CC1)C)O[C@H](C)C1=C(C=NC=C1Cl)Cl 6-chloro-5-((R)-1-(3,5-dichloropyridin-4-yl)ethoxy)-3-(6-((S)-2-methylazetidin-1-yl)-5-(trifluoromethyl)pyridin-3-yl)-1H-indazole